IMIDAZOLIDONE N1C(NCC1)=O